O1C2=C(OCC1)C=C(C=C2)C2=C(C#N)C(=CC=C2)N2CCC(CC2)N[C@@H]2C[C@H](C2)CO 2-(2,3-dihydrobenzo[b][1,4]dioxin-6-yl)-6-(4-(trans-3-(hydroxymethyl)cyclobutyl-amino)piperidin-1-yl)benzonitrile